C(C)NC(\C=C\C=CCCCC)=O N-ethyl-(2e,6z)-nonadienamide